3-(4-(4-((5-cyclopropyl-3-(2,6-difluorophenyl)isoxazol-4-yl)methoxy)piperidin-1-yl)phenyl)-1,2,4-oxadiazol-5(4H)-one C1(CC1)C1=C(C(=NO1)C1=C(C=CC=C1F)F)COC1CCN(CC1)C1=CC=C(C=C1)C1=NOC(N1)=O